C(C)OC(CCC(=O)C1=NC(=CC=C1O)CC1=C(C=CC=C1Cl)Cl)=O 4-[6-(2,6-Dichloro-benzyl)-3-hydroxy-pyridin-2-yl]-4-oxo-butyric acid ethyl ester